NCC[NH+]1CCNCC1 1-(2-Aminoethyl)piperazinium